6-(4-fluorophenyl)-3-(4-methoxybenzyl)-1,3-dihydro-2H-imidazo[4,5-b]Pyridine FC1=CC=C(C=C1)C=1C=C2C(=NC1)N(CN2)CC2=CC=C(C=C2)OC